barium dinitroresorcinol [N+](=O)([O-])C1=CC(=C(C=C1O)O)[N+](=O)[O-].[Ba]